C(C)(=O)C=1C=C(C(N(C1)C1=CC=C(C=C1)F)=O)C(=O)NC1=CC=C(C=C1)OC1=CC=NC2=CC(=C(N=C12)OC)OC 5-acetyl-N-[4-[(6,7-dimethoxy-1,5-naphthyridin-4-yl)oxy]phenyl]-1-(4-fluorophenyl)-2-oxopyridine-3-carboxamide